C(C1=CC(C(=O)NN)=CC=C1)(=O)NN isophthalic acid, dihydrazide